CN(CC=CC(=O)N1CC(N(CC1)C1=CC=C(S1)CCNC(CCCCCCC1=C(C(=O)N)C=CC=C1)=O)=O)C (7-((2-(5-(4-(4-(dimethylamino)but-2-enoyl)-2-oxopiperazin-1-yl)thiophen-2-yl)ethyl)amino)-7-oxoheptyl)benzamide